titanium chloride isopropoxide CC([O-])C.[Cl-].[Ti+2]